CN(C1=CC2=C([C@@H](CCO2)CNC=2C=NC=CC2C(=O)O)C=C1)C1=CC=C(C=C1)C 3-({[(4R)-7-[methyl-(4-methylphenyl)amino]-3,4-dihydro-2H-1-benzopyran-4-yl]methyl}amino)pyridine-4-carboxylic acid